methylindoline-2,3-dione CN1C(C(C2=CC=CC=C12)=O)=O